methyl 4-((1-(cyanomethyl)cyclobutyl)ethynyl)benzoate C(#N)CC1(CCC1)C#CC1=CC=C(C(=O)OC)C=C1